ClC1=C2C(=C(NC2=CC=C1F)C(=O)N1CC(NCC1)=O)F 4-(4-chloro-3,5-difluoro-1H-indole-2-carbonyl)piperazin-2-one